6-[(1S,2R,3S,5R)-3-amino-2-fluoro-8-azabicyclo[3.2.1]oct-8-yl]-3-(4-chloro-2-methyl-2H-indazol-5-yl)-5-methyl-1H,4H,5H-pyrazolo[3,4-d]pyrimidin-4-one hydrochloride Cl.N[C@@H]1[C@H]([C@@H]2CC[C@H](C1)N2C=2N(C(C1=C(N2)NN=C1C1=C(C2=CN(N=C2C=C1)C)Cl)=O)C)F